COC(C1=NC=C(C=C1)CBr)=O 5-(bromomethyl)picolinic acid methyl ester